C(C)(C)(C)OC(=O)N1C[C@@]2(C[C@@H]2C1)C(=O)O |r| Racemic-cis-3-aza-bicyclo[3.1.0]hexane-1,3-dicarboxylic acid-3-tert-butyl ester